2-((4-(2,6-bis(benzyloxy)pyridin-3-yl)-3,5-difluorophenyl)amino)ethan-1-ol C(C1=CC=CC=C1)OC1=NC(=CC=C1C1=C(C=C(C=C1F)NCCO)F)OCC1=CC=CC=C1